CNC(=O)C1=CN=C(S1)C#C[Si](C)(C)C N-methyl-2-((trimethylsilyl)ethynyl)thiazole-5-carboxamide